FC(C(=O)[O-])(F)F.FC1(CCC(CC1)[C@H]([NH3+])C=1N=C2N(N=CC(=C2)CC2(C(N[C@@H](C2)C(F)(F)F)=O)CN(C)C)C1)F (1S)-(4,4-Difluorocyclohexyl)(7-(((5S)-3-((dimethylamino)methyl)-2-oxo-5-(trifluoromethyl)pyrrolidin-3-yl)methyl)imidazo[1,2-b]pyridazin-2-yl)methanaminium 2,2,2-trifluoroacetate